CC1(CC(CC(C1)(N=C=O)C)C)C 3,3,5-trimethyl-5-isocyanato-methylcyclohexan